ClC1=CC(=C(C=C1)C1=CC(=NC(=C1)C1CC1)NC(C=1C(N(C=C(C1)CNC[C@H]1OCCOC1)C1CC1)=O)=O)C(=O)N1CC(C1)(F)F N-(4-{4-chloro-2-[(3,3-difluoro-1-azetidinyl)carbonyl]phenyl}-6-cyclopropyl-2-pyridyl)-1-cyclopropyl-5-[({[(R)-1,4-dioxan-2-yl]methyl}amino)methyl]-2-oxo-1,2-dihydronicotinamide